ClC1=CC=C(C=C1)C1=CC=C(C=C1)C=1N(C(C2=C(N1)C(=NC=C2)C=2C=NC=CC2)=O)C(CO)C (4'-chloro-[1,1'-biphenyl]-4-yl)-3-(1-hydroxy-prop-2-yl)-8-(pyridin-3-yl)pyrido[3,4-d]pyrimidin-4(3H)-one